(E)-5-bromo-3-(4-fluorophenyl)-7-methyl-2-(prop-1-en-1-yl)quinoline BrC1=C2C=C(C(=NC2=CC(=C1)C)\C=C\C)C1=CC=C(C=C1)F